N-(4-((6-(methylsulfonyl)pyridin-2-yl)amino)-[3,3'-bipyridin]-6-yl)acetamide CS(=O)(=O)C1=CC=CC(=N1)NC1=C(C=NC(=C1)NC(C)=O)C=1C=NC=CC1